4-((3,5-dimethylisoxazol-4-yl)sulfonyl)piperazine CC1=NOC(=C1S(=O)(=O)N1CCNCC1)C